(4-(4-chloro-6-phenyl-1,3,5-triazin-2-yl)phenyl)-2-azacarbazole ClC1=NC(=NC(=N1)C1=CC=CC=C1)C1=CC=C(C=C1)C1=NC=CC=2C3=CC=CC=C3NC12